methyl-β-glucose C[C@]1(O)[C@H](O)[C@@H](O)[C@H](O)[C@H](O1)CO